N-(5-(3-chloro-1-methyl-1H-pyrrol-2-yl)-1,3,4-thiadiazol-2-yl)-3-(2-hydroxyethoxy)-2-oxo-4-(pyrimidin-2-ylamino)-2H-pyran-6-carboxamide ClC1=C(N(C=C1)C)C1=NN=C(S1)NC(=O)C1=CC(=C(C(O1)=O)OCCO)NC1=NC=CC=N1